O=C1N(CCC(N1)=O)C1=NN(C2=C(C=CC=C12)S(=O)(=O)F)C 3-(2,4-dioxotetrahydropyrimidin-1(2H)-yl)-1-methyl-1H-indazole-7-sulfonyl fluoride